C(CCCCC=C)[Si](Cl)(Cl)C 6-heptenyl-methyl-dichlorosilane